OCC1(CCCN2C1C=1OC3=CC=CC=C3C1CC2)CO (1-Hydroxymethyl-1,3,4,5,6,11b-hexahydro-2H-11-oxa-4a-aza-benzo[a]fluoren-1-yl)-methanol